(S)-4-(3,5-difluoro-4-(2-methylpyrrolidin-1-yl)phenyl)-5-methylthiazol-2-amine FC=1C=C(C=C(C1N1[C@H](CCC1)C)F)C=1N=C(SC1C)N